[Sr].[Ba] Barium-strontium